7-[(3S*)-1-{4-[3-(1,3-dioxolan-2-yl)propoxy]phenyl}piperidin-3-yl]-4-methyl-1H-indole-3-carbonitrile O1C(OCC1)CCCOC1=CC=C(C=C1)N1C[C@@H](CCC1)C=1C=CC(=C2C(=CNC12)C#N)C |o1:17|